C(C)OC(C(C(=O)OCC)C1=NC=C(C=C1[N+](=O)[O-])Cl)=O (5-chloro-3-nitropyridin-2-yl)malonic acid diethyl ester